CC1C(C2=CC(=CC=C2C1)CCC)=O 2-methyl-6-propyl-2,3-dihydro-1H-inden-1-one